dotriacontan-1-yl tricosylate C(CCCCCCCCCCCCCCCCCCCCCC)(=O)OCCCCCCCCCCCCCCCCCCCCCCCCCCCCCCCC